6-iodo-3-((8-methoxy-2-(6-methoxypyridin-3-yl)-2,3-dihydrobenzo[b][1,4]Dioxin-6-yl)methyl)-3H-imidazo[4,5-b]Pyridine IC=1C=C2C(=NC1)N(C=N2)CC2=CC1=C(OC(CO1)C=1C=NC(=CC1)OC)C(=C2)OC